N-[2-(methylamino)ethyl]-5-isoquinolinesulfonamide CNCCNS(=O)(=O)C=1C=2C=CN=CC2C=CC1